O=S1(OCCCN1C(=O)[O-])=O dioxo-1,2lambda6,3-oxathiazinane-3-carboxylate